(5-hydroxypentyl)-3-(4-methoxybenzyl)urea OCCCCCNC(=O)NCC1=CC=C(C=C1)OC